(S)-2-(5-cyano-2,4-dioxo-1,4-dihydroquinazolin-3(2H)-yl)-N-(1-(5-cyanopyrimidin-2-yl)ethyl)acetamide C(#N)C1=C2C(N(C(NC2=CC=C1)=O)CC(=O)N[C@@H](C)C1=NC=C(C=N1)C#N)=O